NCC(CN1CC2=CC=CC=C2CC1)O[Si](C)(C)C(C)(C)C 2-{3-Amino-2-[(tert-butyldimethylsilyl)oxy]propyl}-1,2,3,4-tetrahydroisoquinoline